benzyl-N-[(1S)-1-[(2S,5R,6R)-5-azido-6-[(1R,2S,3R,4S,5S,6R)-3-benzyloxy-2,4-bis(benzyloxycarbonylamino)-5,6-dihydroxy-cyclohexoxy]tetrahydropyran-2-yl]ethyl]-N-methyl-carbamate C(C1=CC=CC=C1)OC(N(C)[C@@H](C)[C@H]1O[C@@H]([C@@H](CC1)N=[N+]=[N-])O[C@@H]1[C@H]([C@@H]([C@H]([C@@H]([C@H]1O)O)NC(=O)OCC1=CC=CC=C1)OCC1=CC=CC=C1)NC(=O)OCC1=CC=CC=C1)=O